CC1C=CC2=CC=NC2=C1C 6,7-dimethyl-6H-indole